4-dichloroacetyl-1-oxo-4-azaspiro[4.5]decane ClC(C(=O)N1CCC(C12CCCCC2)=O)Cl